N1=CC=CC2=CC=CC(=C12)OC(=O)C1=CN(C2=CC=CC=C12)CCCCCF 1-(5-fluoropentyl)indole-3-carboxylic acid-8-quinolinyl ester